IC1=CC(=C(C(=O)NC2=NC(=NC(=C2)C)N2CC(CCC2)C=C)C=C1)N1CC(CCC1)C=C 4-iodo-N-(6-methyl-2-(3-vinylpiperidin-1-yl)pyrimidin-4-yl)-2-(3-vinylpiperidin-1-yl)benzamide